ClC1=C(C(=C(C=C1OC)OC)Cl)C1=CC2=C(N=C(N=C2)N[C@H]2[C@H](CCC2)NC(OC(C)(C)C)=O)N(C1=O)CC tert-butyl ((1S,2R)-2-((6-(2,6-dichloro-3,5-dimethoxyphenyl)-8-ethyl-7-oxo-7,8-dihydropyrido[2,3-d]pyrimidin-2-yl)amino)cyclopentyl)carbamate